F[C@H]1CN(CC[C@@H]1NC1=NN2C(C=N1)=CC=C2C2=NC=CC=C2)S(=O)(=O)C N-((3S,4S)-3-fluoro-1-(methylsulfonyl)piperidin-4-yl)-7-(pyridin-2-yl)pyrrolo[2,1-f][1,2,4]triazin-2-amine